CC=C(CCCCCC)C(=O)N non-2-en-3-carboxamid